OC=1C=C2C=CC(=CC2=CC1)C=C 6-hydroxy-2-vinylnaphthalene